FC1=NC=CC(=C1)S(=O)(=O)NC1=CN=C(C(=N1)C1=C(C=CC=C1)CCCCCCNCC(C(=O)OC)(C)C)N1N=C(C=C1)OCC(C(F)(F)F)(C)C methyl 3-[6-[2-[6-[(2-fluoro-4-pyridyl)sulfonylamino]-3-[3-(3,3,3-trifluoro-2,2-dimethyl-propoxy)pyrazol-1-yl]pyrazin-2-yl]phenyl]hexylamino]-2,2-dimethyl-propanoate